tryptophanamid N[C@@H](CC1=CNC2=CC=CC=C12)C(=O)N